C(C=C)[Pd-2](Cl)=C1N(C(=C(N1CC1=C(C=C(C=C1C)C)C)C)C)C1=C(C=CC=C1C(C)C)C(C)C allyl-[1-(2,6-diisopropylphenyl)-4,5-dimethyl-3-(2,4,6-trimethylbenzyl)-1H-imidazol-2-ylidene]chloropalladium(II)